C1(=C(C(=CC=C1)S(=O)(=O)[O-])S(=O)(=O)[O-])C1=CC=CC=C1 biphenyl-disulfonate